Cl[Si]1(C[Si](CCC1)(CCCC)Cl)Cl 1,1,3-trichloro-3-butyl-1,3-disilacyclohexane